3-amino-6-bromo-N-((1-methyl-1H-imidazol-5-yl)methyl)-5-(trifluoromethyl)pyrazine NC=1CN(C(=C(N1)C(F)(F)F)Br)CC1=CN=CN1C